N-(((1r,4r)-4-(methylsulfonyl)cyclohexyl)methyl)-1H-pyrazole-3-carboxamide CS(=O)(=O)C1CCC(CC1)CNC(=O)C1=NNC=C1